2-[6-amino-5-[8-[2-[3-(2,2-difluoromorpholin-4-yl)prop-1-ynyl]-4-pyridinyl]-3,8-diazabicyclo[3.2.1]oct-3-yl]pyridazin-3-yl]phenol NC1=C(C=C(N=N1)C1=C(C=CC=C1)O)N1CC2CCC(C1)N2C2=CC(=NC=C2)C#CCN2CC(OCC2)(F)F